C(C)(C)(C)OC(=O)N1C(=CC2=CC=C(C=C12)CN1C=CC=2C(=CN=CC2C1=O)C(=O)OC)COC1OCCCC1 Methyl 7-[[1-tert-butoxycarbonyl-2-(tetrahydropyran-2-yloxymethyl)indol-6-yl]methyl]-8-oxo-2,7-naphthyridine-4-carboxylate